ethyl N-(6-bromo-4-phenylquinolin-2-yl)-N-methylglycinate BrC=1C=C2C(=CC(=NC2=CC1)N(CC(=O)OCC)C)C1=CC=CC=C1